C\C=C\CCCCCCCCCCCCCCC trans-2-octadecene